2-(2-amino-3-chloroquinolin-7-ylethyl)-5-(2-amino-7H-pyrrolo[2,3-d]pyrimidin-7-yl)cyclopent-3-ene-1,2-diol NC1=NC2=CC(=CC=C2C=C1Cl)CCC1(C(C(C=C1)N1C=CC2=C1N=C(N=C2)N)O)O